4-[2-(4-Fluoro-phenyl)-4-oxo-thiazolidin-3-yl]-3-methyl-benzoic acid adamantan-1-yl ester C12(CC3CC(CC(C1)C3)C2)OC(C2=CC(=C(C=C2)N2C(SCC2=O)C2=CC=C(C=C2)F)C)=O